CC(C)(C)OC(=O)N1CCN(CC1)C1=CC=C(C=C1)C(C=CC1=CC=C(C=C1)C=CC(=O)O)=O 3-[4-[3-[4-[4-[(2-Methylpropan-2-yl)oxycarbonyl]piperazin-1-yl]phenyl]-3-oxoprop-1-enyl]phenyl]prop-2-enoic acid